N-[6-[[4-(5-isopropoxy-2-pyridyl)thiazol-2-yl]amino]-5-(trifluoromethyl)-3-pyridyl]-N-methyl-acetamide C(C)(C)OC=1C=CC(=NC1)C=1N=C(SC1)NC1=C(C=C(C=N1)N(C(C)=O)C)C(F)(F)F